4-cyclopropyl-3-iodo-7-methoxy-1-(4-methylphenyl)sulfonylpyrrolo[2,3-c]pyridine C1(CC1)C1=C2C(=C(N=C1)OC)N(C=C2I)S(=O)(=O)C2=CC=C(C=C2)C